NC=1C=2N(C3=CC(=C(C=C3N1)F)C(=O)N(CC1=C(C=C(C=C1)C(F)(F)F)F)C=1C=NN(C1)C(F)F)C=NC2 4-amino-N-(1-(difluoromethyl)-1H-pyrazol-4-yl)-7-fluoro-N-(2-fluoro-4-(trifluoromethyl)benzyl)imidazo[1,5-a]quinoxaline-8-carboxamide